(1-(3-bromo-2-fluorophenyl)-1H-pyrazol-5-yl)-N-methyl-methane-d2-amine BrC=1C(=C(C=CC1)N1N=CC=C1C(NC)([2H])[2H])F